BrCC1=NC(=C2N=CN(C2=N1)C)C1=CC=C(C=C1)OC(F)(F)F 2-(bromomethyl)-9-methyl-6-(4-(trifluoromethoxy)phenyl)-9H-purine